CN1C(=CC2=C(C=C(C=C12)C)NC1=CC(=C(C(=C1)OC)OC)OC)C(=O)OCC Ethyl 1,6-dimethyl-4-((3,4,5-trimethoxyphenyl) amino)-1H-indole-2-carboxylate